tert-butyl (3-((tert-butoxycarbonyl)oxy)propyl)(4-(6-(tert-butylsulfonyl)-7-methoxyimidazo[1,2-a]pyridin-3-yl)-6-chloropyridin-2-yl)carbamate C(C)(C)(C)OC(=O)OCCCN(C(OC(C)(C)C)=O)C1=NC(=CC(=C1)C1=CN=C2N1C=C(C(=C2)OC)S(=O)(=O)C(C)(C)C)Cl